The molecule is an EpETE(1-) that is the conjugate base of (5Z,8Z,11Z,17Z)-14,15-epoxyicosatetraenoic acid, obtained by deprotonation of the carboxy group; major species at pH 7.3. It derives from an all-cis-5,8,11,14,17-icosapentaenoate. It is a conjugate base of a (5Z,8Z,11Z,17Z)-14,15-epoxyicosatetraenoic acid. CC/C=C\\CC1C(O1)C/C=C\\C/C=C\\C/C=C\\CCCC(=O)[O-]